2-bromo-N-(2,4-dimethoxy-6-(4-methoxystyryl)benzyl)-N-phenylbenzamide BrC1=C(C(=O)N(C2=CC=CC=C2)CC2=C(C=C(C=C2C=CC2=CC=C(C=C2)OC)OC)OC)C=CC=C1